C1(CC1)N(C(=O)C=1C=CC=2N(C1)C(=CN2)C=2C=CC(=NC2)NC(OC)=O)C2=CC(=C(C=C2)F)OC methyl N-[5-[6-[cyclopropyl-(4-fluoro-3-methoxy-phenyl)carbamoyl] imidazo[1,2-a]pyridin-3-yl]-2-pyridyl]carbamate